CN1CCC=C1C=1C=NC=CC1 1-methyl-5-(pyridine-3-yl)-1,2-dihydro-3H-pyrrole